C(CCC)C1(CC1)C(/C=C/[C@H]1CC[C@H]2[C@@H]1CCC1=C(O2)C(=C(C=C1)C(=O)O)F)O (1R,3aS,10aR)-1-[(1E,3ξ)-3-(1-butylcyclopropyl)-3-hydroxy-1-propen-1-yl]-5-fluoro-2,3,3a,9,10,10a-hexahydro-1H-benzo[b]cyclopenta[f]oxepin-6-carboxylic acid